BrC=1C=CC(=NC1)C=1C2=CC=CC=C2C(=C2C=CC=CC12)C1=CC=CC=C1 5-bromo-2-(10-phenylanthracen-9-yl)pyridine